C1(=CC=C2C=CC3=CC=CC4=CC=C1C2=C34)C=3C=NC=C(C3)C3=CC=C4C=CC2=CC=CC1=CC=C3C4=C21 3,5-di-1-pyrenylpyridine